C1(=CC=C(C=C1)CN(CC1CC1)CC1=CC=CC=C1)CN(CC1CC1)CC1=CC=CC=C1 N,N'-(1,4-Phenylenebis(methylene))bis(N-benzyl-1-cyclopropylmethanamine)